C(C)(CC)SC1=C(N=C(S1)N1N=C(C(=C1C(=O)O)C1=CC(=NC(=C1)C)C)C)C1=CC(=C(C=C1)Cl)Cl 1-(5-(sec-butylsulfanyl)-4-(3,4-dichlorophenyl)thiazol-2-yl)-4-(2,6-dimethylpyridin-4-yl)-3-methyl-1H-pyrazole-5-carboxylic acid